3-(5-(4-fluoro-1-methylisoindoline-2-carbonyl)-1-oxoisoindolin-2-yl)piperidine-2,6-dione FC1=C2CN(C(C2=CC=C1)C)C(=O)C=1C=C2CN(C(C2=CC1)=O)C1C(NC(CC1)=O)=O